C1(CC1)N1N=CC(=C1)C1CNCC(O1)C 2-(1-cyclopropylpyrazol-4-yl)-6-methylmorpholine